C1(=CC=CC=C1)NC1C2=C(N(N=C2CCC1)C1=NC=CC=C1)O phenylamino-2-pyridin-2-yl-4,5,6,7-tetrahydro-2H-indazol-3-ol